3-(difluoromethyl)tetrahydro-1H-pyrrolizine FC(C1CCC2=CCCN12)F